4-(morpholin-4-yl)-18-(oxan-2-yl)-7,10-dioxa-13,18,19-triazatetracyclo[12.5.2.12,6.017,20]docosa-1(19),2(22),3,5,14(21),15,17(20)-heptaene N1(CCOCC1)C1=CC=2C3=NN(C=4C=CC(NCCOCCOC(=C1)C2)=CC34)C3OCCCC3